amino-N-(methyl-d3)nicotinamide NC1=C(C(=O)NC([2H])([2H])[2H])C=CC=N1